ClC=1N=C2C(=C(C(N(C2=CC1)C)=O)C#N)N1C[C@@H]([C@H](CC1)NC1=C(C=C(C=C1)OC(F)(F)F)F)C 6-chloro-4-[(3S,4S)-4-[2-fluoro-4-(trifluoromethoxy)anilino]-3-methyl-1-piperidyl]-1-methyl-2-oxo-1,5-naphthyridine-3-carbonitrile